((1S,4S)-1,4-Dimethyl-7-oxo-5,6-diphenyl-3-(phenylsulfonyl)bicyclo[2.2.1]hept-5-en-2-yl)methylene diacetate C(C)(=O)OC(C1[C@]2(C(=C([C@](C1S(=O)(=O)C1=CC=CC=C1)(C2=O)C)C2=CC=CC=C2)C2=CC=CC=C2)C)OC(C)=O